C1(=CC=CC=C1)[B-](C1=CC=CC=C1)(C1=CC=CC=C1)C1=CC=CC=C1.C1(=CC=CC=C1)C(C[PH3+])(C1=CC=CC=C1)C1=CC=CC=C1 triphenylethylphosphonium tetraphenylborate